ClC1=C(C=CC(=C1)C)S(=O)(=O)C=1N=NN2C1NC(C1=CC=CC=C21)=O (2-chloro-4-methyl-phenyl)sulfonyl-4H-triazolo[1,5-a]quinazolin-5-one